NC1=C(C=C(C=C1C(=O)NC1=CSC=C1)C1=CC=C(C=C1)Cl)C1=CC=C(C=C1)S(N)(=O)=O 4'-amino-4-chloro-4''-sulfamoyl-N-(thiophen-3-yl)-[1,1':3',1''-terphenyl]-5'-carboxamide